CC(CCN1C(=O)C2C3C=CC(C2C1=O)C3)CCCCC N-(3-methyloctyl)-bicyclo[2.2.1]Hept-5-ene-2,3-dicarboximide